C(C)OC1=CC=C(C=C1)N1C=[N+](C=C1)C1=CC=C(C=C1)OCC 1,3-bis(p-ethoxyphenyl)imidazolium